C(C)(C)(C)OC(=O)N1C[C@@H](CCC1)NC1=CC(=C(C=C1)Cl)C(N(C)C)=O.ClC1=C(C(=O)N(C)C)C=CC(=C1)N[C@H]1CNCCC1 (R)-2-chloro-N,N-dimethyl-4-(piperidin-3-ylamino)benzamide (R)-tert-butyl-3-(4-chloro-3-(dimethylcarbamoyl)phenylamino)piperidine-1-carboxylate